4-acetoxy-1,2-dihydropyridazine C(C)(=O)OC1=CNNC=C1